O1CCC(CC1)CCCOCCCCCCC(=O)N 7-(3-(tetrahydro-2H-pyran-4-yl)propoxy)heptanamide